ClC1=CC(=C(C=N1)CO)CO (6-chloropyridine-3,4-diyl)dimethanol